tert-butyl (S)-(3-(dibenzylamino)-1,1-difluoropropan-2-yl)carbamate C(C1=CC=CC=C1)N(C[C@@H](C(F)F)NC(OC(C)(C)C)=O)CC1=CC=CC=C1